3-methylbutanethioate CC(CC([O-])=S)C